NC=1C(=NC(=C(N1)F)C1=CC=C(C=C1)N1CCN(CC1)C(C)C)C1C=C2CCNC(C2=CC1)=O 6-(3-amino-5-fluoro-6-(4-(4-isopropylpiperazin-1-yl)phenyl)pyrazin-2-yl)-4,7-dihydroisoquinolin-1(2H)-one